4-[4-Bromo-6-(3-cyano-benzyl)-3-hydroxy-pyridin-2-yl]-4-oxo-butyric acid ethyl ester C(C)OC(CCC(=O)C1=NC(=CC(=C1O)Br)CC1=CC(=CC=C1)C#N)=O